ClC=1C=C(NC2(CCC3(C(=CC4=CC=CC=C34)C[C@H](CO)C3=CC=CC=C3)CC2)C(=O)OC)C=CC1 methyl (1r,4S)-4-(3-chloroanilino)-2'-[(2S)-3-hydroxy-2-phenylpropyl]spiro[cyclohexane-1,1'-indene]-4-carboxylate